3-(1-oxo-5-(((1S,2R)-2-(((R)-1-phenylethyl)amino)cyclohexyl)oxy)isoindolin-2-yl)piperidine-2,6-dione O=C1N(CC2=CC(=CC=C12)O[C@@H]1[C@@H](CCCC1)N[C@H](C)C1=CC=CC=C1)C1C(NC(CC1)=O)=O